4-((2-bromophenyl)carbamoyl)-3,4-dihydronaphthalene-2,2(1H)-dicarboxylic acid diethyl ester C(C)OC(=O)C1(CC2=CC=CC=C2C(C1)C(NC1=C(C=CC=C1)Br)=O)C(=O)OCC